2-(2,2-difluoro-4-((2-hydroxyethyl)sulfonyl)butyl)isoindoline-1,3-dione FC(CN1C(C2=CC=CC=C2C1=O)=O)(CCS(=O)(=O)CCO)F